(R)-(3-aminopiperidin-1-yl)(2-(1-(3-methoxybenzyl)-1H-indol-2-yl)-3-methylimidazo[1,2-a]pyridin-7-yl)methanone trifluoroacetate FC(C(=O)O)(F)F.N[C@H]1CN(CCC1)C(=O)C1=CC=2N(C=C1)C(=C(N2)C=2N(C1=CC=CC=C1C2)CC2=CC(=CC=C2)OC)C